3-fluorobicyclo[1.1.1]pentane-1-carboxylate FC12CC(C1)(C2)C(=O)[O-]